1-(2-carboxyethyl)-4-(2-((phenylmethyl)sulfonamido)-4-(4-(4-((5-(trifluoromethyl)pyridin-2-yl)oxy)phenyl)piperidine-1-carbonyl)phenyl)piperazin-1-ium chloride [Cl-].C(=O)(O)CC[NH+]1CCN(CC1)C1=C(C=C(C=C1)C(=O)N1CCC(CC1)C1=CC=C(C=C1)OC1=NC=C(C=C1)C(F)(F)F)NS(=O)(=O)CC1=CC=CC=C1